5-((2'-(5-(trifluoromethyl)isoindolin-2-yl)-[2,4'-bipyrimidinyl]-4-yl)ethynyl)-1H-indazole FC(C=1C=C2CN(CC2=CC1)C1=NC=CC(=N1)C1=NC=CC(=N1)C#CC=1C=C2C=NNC2=CC1)(F)F